BrC=1C=C2C=NN(C2=CC1)CC=1N=CN(C1)C 5-bromo-1-((1-methyl-1H-imidazol-4-yl)methyl)-1H-indazole